5-((S)-2-((S)-2-Amino-3-methylbutanamido)propanamido)-2-(((S)-4-carboxy-4-(4-(2-(2,4-diaminopteridin-6-yl)ethyl)benzamido)butyl)carbamoyl)benzoic acid N[C@H](C(=O)N[C@H](C(=O)NC=1C=CC(=C(C(=O)O)C1)C(NCCC[C@H](NC(C1=CC=C(C=C1)CCC=1N=C2C(=NC(=NC2=NC1)N)N)=O)C(=O)O)=O)C)C(C)C